CN1CCN(CC1)C1(OC(C=C2CC=CC=C12)C1=CC=CC=C1)O (4-methylpiperazin-1-yl)-3-phenyl-1,5-dihydro-isochromenol